CC(C)(CC(C)C)C 2,2,4-tri-methyl-pentane